ClC=1C=C(C=CC1C)CN[C@H](C(=O)O)CCC(C)(C)C (2S)-2-{[(3-chloro-4-methylphenyl)methyl]amino}-5,5-dimethylhexanoic acid